tert-butyl 3-(6-(4-fluorophenyl)-4-(1-methyl-1H-pyrazol-3-yl)pyridin-3-yl)-4-hydroxypyrrolidine-1-carboxylate FC1=CC=C(C=C1)C1=CC(=C(C=N1)C1CN(CC1O)C(=O)OC(C)(C)C)C1=NN(C=C1)C